(1R,3aS,7S,9aR,11aR)-1-[(2R)-6-Hydroxy-6-methylheptan-2-yl]-9a,11a-dimethyl-2,3,3a,3b,4,6,7,8,9,9a,9b,10,11,11a-tetradecahydro-1H-cyclopenta[1,2-a]phenanthren-7-ol OC(CCC[C@@H](C)[C@H]1CC[C@@H]2[C@@]1(CCC1[C@]3(CC[C@@H](CC3=CCC21)O)C)C)(C)C